FC(SC1=C(N(C2=CC=CC=C12)S(=O)(=O)C1=CC=C(C)C=C1)C1=CC=CC=C1)F 3-((difluoromethyl)thio)-2-phenyl-1-tosyl-1H-indole